ClC=1C=C(C=C(C1)NS(=O)(=O)C)NC(=O)C1=CN(C(=C1)C1=NC=C(C=C1OCC1=CC(=CC(=C1)SC)F)N1CC(C1)(F)F)C N-(3-chloro-5-methanesulfonamidophenyl)-5-[5-(3,3-difluoroazetidin-1-yl)-3-{[3-fluoro-5-(methylsulfanyl)phenyl]methoxy}pyridin-2-yl]-1-methylpyrrole-3-carboxamide